CSC=1SC(=NN1)SCCC[Si](OC)(OC)OC 2-methylthio-5-[3-(trimethoxysilyl)propylthio]-1,3,4-thiadiazole